ClC=1C=C(C=C2C(N(CC12)C1C(N(C(CC1)=O)COCC[Si](C)(C)C)=O)=O)C=O 7-chloro-2-(2,6-dioxo-1-((2-(trimethylsilyl)ethoxy)methyl)piperidin-3-yl)-3-oxoisoindoline-5-carbaldehyde